(S)-3-(4-(((R)-7-Fluoro-4-(6-(((R)-tetrahydrofuran-3-yl)oxy)pyridin-3-yl)-2,3-dihydro-1H-inden-1-yl)amino)phenyl)hex-4-ynoic acid FC=1C=CC(=C2CC[C@H](C12)NC1=CC=C(C=C1)[C@H](CC(=O)O)C#CC)C=1C=NC(=CC1)O[C@H]1COCC1